5-amino-3-[4-[[(2-methoxybenzoyl)amino]methyl]phenyl]-1-[(3-methyloxycyclobutan-3-yl)methyl]pyrazole-4-carboxamide NC1=C(C(=NN1CC1(CCC1)OC)C1=CC=C(C=C1)CNC(C1=C(C=CC=C1)OC)=O)C(=O)N